bromomethyl trifluoroethyl carbonate C(OCBr)(OCC(F)(F)F)=O